FC=1C=C(C=C2C=C(C(OC12)=N)C(N)=S)C1=CC(=C(C=C1)O)OC 8-fluoro-6-(4-hydroxy-3-methoxyphenyl)-2-imino-2H-chromen-3-thioamide